C(C)(C)[Si](C(C)C)(C(C)C)C#CN1C(N2C3=C(C=CC=C3C13C(NC1=CC=CC=C13)=O)C=C2)=O ((triisopropylsilyl)ethynyl)spiro[indoline-3,1'-pyrrolo[3,2,1-ij]quinazoline]-2,3'(2'H)-dione